O=C1N(CCN2[C@@H]1CNCC2)C2=NOC(=C2)C2=CC(=CC=C2)C(F)(F)F (R)-9-Oxo-8-(5-(3-(trifluoromethyl)phenyl)isoxazol-3-yl)octahydro-2H-pyrazino[1,2-a]pyrazin